4-((5-fluoropyridin-2-yl)methoxy-d2)-1-(5-methyl-2,3,4,5-tetrahydro-1H-pyrido[4,3-b]indol-7-yl-1,1,3,3,4,4-d6)pyridin-2(1H)-one FC=1C=CC(=NC1)C(OC1=CC(N(C=C1)C=1C=CC=2C3=C(N(C2C1)C)C(C(NC3([2H])[2H])([2H])[2H])([2H])[2H])=O)([2H])[2H]